HYDROXYOCTANOATE CCCCCCC(C(=O)O)O